FC1=C2C(N(C=NC2=CC(=C1)C1=CC2=CN(N=C2C(=C1)C#N)C)C1CCNCC1)=O 5-[5-fluoro-4-oxo-3-(piperidin-4-yl)quinazolin-7-yl]-2-methylindazole-7-carbonitrile